CN1N=C(C=C1)C1=CC=2C(=NC=C(C2)[N+](=O)[O-])N1 2-(1-methyl-1H-pyrazol-3-yl)-5-nitro-1H-pyrrolo[2,3-b]pyridine